acryloyloxymethylpropyldimethoxysilane C(C=C)(=O)OC[Si](OC)(OC)CCC